C1=2C=3NN=CC3NC(CCCCCC(=CC=C1)N2)=O 3,4,7,18-tetraazatricyclo[12.3.1.02,6]Octadeca-1(18),2(6),4,14,16-pentaen-8-one